CC1=C(C=2N(N=C1N1CC=3C=C(C=NC3CC1)C=1C=NC(=CC1)N1C[C@H](CC1)F)C(=NN2)C(F)(F)F)C (S)-6-(7,8-dimethyl-3-(trifluoromethyl)-[1,2,4]triazolo[4,3-b]pyridazin-6-yl)-3-(6-(3-fluoropyrrolidin-1-yl)pyridin-3-yl)-5,6,7,8-tetrahydro-1,6-naphthyridine